N-(3-chlorophenyl)-5-(4-((9-(cyclopropylmethyl)-9H-purin-6-yl)oxy)phenyl)thiazol-2-amine ClC=1C=C(C=CC1)NC=1SC(=CN1)C1=CC=C(C=C1)OC1=C2N=CN(C2=NC=N1)CC1CC1